ClC1=C(C=C(OCC(=O)NC(=O)C23CC(C2)(C3)C=3OC(=NN3)CC3CCC3)C=C1)F 2-(4-chloro-3-fluoro-phenoxy)-N-[1-[5-(cyclobutylmethyl)-1,3,4-oxadiazol-2-yl]-3-bicyclo[1.1.1]pentanoyl]acetamide